1-(1-(4-(4-Pentylphenoxy)pyridin-2-yl)piperidin-4-yl)-3-(pyridin-3-yl)thiourea C(CCCC)C1=CC=C(OC2=CC(=NC=C2)N2CCC(CC2)NC(=S)NC=2C=NC=CC2)C=C1